tert-Butyl N-[3-(1-chlorocyclopropyl)pyridin-4-yl]carbamate ClC1(CC1)C=1C=NC=CC1NC(OC(C)(C)C)=O